ethyl 2-(7-chloro-6-(4-((3R,4R)-1-ethyl-3-fluoropiperidin-4-yl)phenyl)-4-methyl-2H-indazol-2-yl)-2-((S)-6-fluoro-6,7-dihydro-5H-pyrrolo[1,2-c]imidazol-1-yl)acetate ClC1=C(C=C(C2=CN(N=C12)C(C(=O)OCC)C1=C2N(C=N1)C[C@H](C2)F)C)C2=CC=C(C=C2)[C@@H]2[C@H](CN(CC2)CC)F